ClC=1C=CC(=C(C1)/C=C/C(=O)NC1CCCCCCC2=CC=CC=C2C2=CNC1=N2)N2N=NN=C2 (E)-3-(5-Chloro-2-tetrazol-1-yl-phenyl)-N-(S)-16,18-diaza-tricyclo[13.2.1.02,7]octadeca-1(17),2,4,6,15(18)-pentaen-14-yl-acrylamide